(Z)-8-(2,4-dichlorophenyl)-9-(3-fluoro-4-((1-(3-fluoropropyl)pyrrolidin-3-ylidene)methyl)phenyl)-6,7-dihydro-5H-benzo[7]annulene-3-carboxylic acid ClC1=C(C=CC(=C1)Cl)\C=1\CCCC2=C(\C1\C1=CC(=C(C=C1)C=C1CN(CC1)CCCF)F)C=CC(=C2)C(=O)O